(Z)-6-((2,6-dibromobenzyl)sulfonyl)-2-(4-methoxybenzylidene)-2H-benzo[b][1,4]thiazin-3(4H)-one BrC1=C(CS(=O)(=O)C2=CC3=C(S\C(\C(N3)=O)=C/C3=CC=C(C=C3)OC)C=C2)C(=CC=C1)Br